benzo[c]isoxazole-3,6-dicarboxamide N=1OC(=C2C1C=C(C=C2)C(=O)N)C(=O)N